Cl.FC=1C=C(C=C(C1)F)[C@@H]1CC[C@H]2OC3(C(N21)=O)CCNCC3 (5'S,7a'R)-5'-(3,5-difluorophenyl)tetrahydro-3'H-spiro[piperidine-4,2'-pyrrolo[2,1-b]oxazol]-3'-one hydrochloride